ClC=1C=CC2=C(C[C@](O2)(C2=CC=CC=C2)CN(C(OC(C)(C)C)=O)C)C1C1=C(C(=CC=C1C(NC)=O)F)F tert-butyl (((2S,4R)-5-chloro-4-(2,3-difluoro-6-(methylcarbamoyl)phenyl)-2-phenyl-2,3-dihydrobenzofuran-2-yl)methyl)(methyl)carbamate